ClC1=CC=C(CN2[C@]3(CCN(C3)C(C(C)C)=O)C(N(CC2=O)C2=C(C=C(C#N)C=C2)F)=O)C=C1 (S)-4-(6-(4-chlorobenzyl)-2-isobutyryl-7,10-dioxo-2,6,9-triazaspiro[4.5]decan-9-yl)-3-fluorobenzonitrile